C(C)(C)C=1C2=CC=CC=C2C(=C2C=CC=CC12)C(C)C 9,10-diisopropyl-anthracene